N-(2-hydroxypropyl)urea OC(CNC(=O)N)C